Methyl 6-amino-1,2-benzoxazole-3-carboxylate NC1=CC2=C(C(=NO2)C(=O)OC)C=C1